C[C@H]1CN([C@@]12CN(CC2)C=2C1=C(N=CN2)NC=C1)C(CC#N)=O 3-[(3S,4R)-3-methyl-6-(7H-pyrrolo[2,3-d]pyrimidin-4-yl)-1,6-diazaspiro[3.4]oct-1-yl]-3-oxopropanenitrile